ClC=1C=C(C=C(C1OC1=NNC(C(=C1)C(C)C)=O)Cl)N1C(NC(C=C1)=O)=O [3,5-dichloro-4-[(5-isopropyl-6-oxo-1H-pyridazin-3-yl)oxy]phenyl]-1H-pyrimidine-2,4-dione